C1(CC1)OC1=NC=CC=C1C=1C=NN2C1N=C(C=C2)N2CCN(CC2)C(=O)O[C@H]2CNC(C2)=O [(3R)-5-oxopyrrolidin-3-yl] 4-[3-[2-(cyclopropoxy)-3-pyridyl]pyrazolo[1,5-a]pyrimidin-5-yl]piperazine-1-carboxylate